OCC1CC12CCN(CC2)C(=O)OC(C)(C)C tert-Butyl 1-(hydroxymethyl)-6-aza-6-spiro[2.5]octanecarboxylate